2-(3-chloro-2-pyridyl)-5-ethyl-pyrazole ClC=1C(=NC=CC1)N1N=C(C=C1)CC